2-(6-azaspiro[2.6]nonan-6-yl)-N-(3-sulfamoyl-phenyl)-5-(trifluoro-methyl)nicotinamide C1CC12CCN(CCC2)C2=C(C(=O)NC1=CC(=CC=C1)S(N)(=O)=O)C=C(C=N2)C(F)(F)F